CN(C(=O)C1N(CC(CC1)C1=CC=C(C=C1)C(F)(F)F)C1=CC=C(C(=O)O)C=C1)C 4-(2-(dimethylcarbamoyl)-5-(4-(trifluoromethyl)phenyl)piperidin-1-yl)benzoic acid